tert-butyl [2-(5-formyl-1H-pyrazol-1-yl)phenyl]quinolin-3-ylcarbamate C(=O)C1=CC=NN1C1=C(C=CC=C1)N(C(OC(C)(C)C)=O)C=1C=NC2=CC=CC=C2C1